N-{[(4R)-4-cyclopropyl-2,5-dioxoimidazolidin-4-yl]methyl}-4-fluoro-2-[6-(trifluoromethyl)pyridin-3-yl]benzamide C1(CC1)[C@@]1(NC(NC1=O)=O)CNC(C1=C(C=C(C=C1)F)C=1C=NC(=CC1)C(F)(F)F)=O